C(C)N1CC(C(CC1)OC1=C2C(=NC=NC2=CC=C1)N)(F)F 5-((1-ethyl-3,3-difluoropiperidin-4-yl)oxy)quinazolin-4-amine